N'-((1,2,3,5,6,7-hexahydrodicyclopenta[b,e]pyridin-8-yl)carbamoyl)-1-(2,2,2-trifluoroethyl)-1H-pyrazole-3-sulfonimidamide C1CCC2=NC3=C(C(=C21)NC(=O)N=S(=O)(N)C2=NN(C=C2)CC(F)(F)F)CCC3